2-ethyl-9-(2-methoxyethoxy)anthracene C(C)C1=CC2=C(C3=CC=CC=C3C=C2C=C1)OCCOC